(S)-(4-(2-(5-methoxy-2-methyl-1,2,3,4-tetrahydroisoquinolin-7-yl)-5H-pyrrolo[2,3-b]pyrazin-7-yl)phenyl)(3-(methylamino)pyrrolidin-1-yl)methanone COC1=C2CCN(CC2=CC(=C1)C=1N=C2C(=NC1)NC=C2C2=CC=C(C=C2)C(=O)N2C[C@H](CC2)NC)C